N,N-diethylaminoethyl methacrylate CCN(CC)CCOC(=O)C(=C)C